N=1C=NN2C=NC(=CC21)OC2=C(C=C(C=C2)NC2=NC=NC1=CC=C(C(=C21)N2CCC1N(CCCC12)C)OC)C N-(4-([1,2,4]triazolo[1,5-c]pyrimidin-7-yloxy)-3-methylphenyl)-6-methoxy-5-(4-methyloctahydro-1H-pyrrolo[3,2-b]pyridin-1-yl)quinazolin-4-amine